CC1(CNC2=CC(=CC=C2C1)NC(=O)C1=NNC2=CC=C(C=C12)C=1C(=NC=CC1)F)C N-(3,3-Dimethyl-1,2,3,4-tetrahydroquinolin-7-yl)-5-(2-fluoropyridin-3-yl)-1H-indazol-3-carboxamide